FC=[Zn] fluorocarbene zinc